OCCC1=NC2=CC=CC=C2C(N1)=O (2-hydroxyethyl)quinazoline-4(3H)-one